(2S)-4-[[2,5-dimethyl-3-[[5-(5-oxopyrrolidin-3-yl)-1,3,4-oxadiazol-2-yl]amino]phenyl]methyl]-2-methyl-piperazine-1-carboxylic acid isopropyl ester C(C)(C)OC(=O)N1[C@H](CN(CC1)CC1=C(C(=CC(=C1)C)NC=1OC(=NN1)C1CNC(C1)=O)C)C